NC1=NC=C(C2=C1C(=C(N2C)C2=C(C=C(C=C2)NC(=O)C(=C)C)F)C=2C=C(C(=NC2)C(=O)NCC2(CC2)F)Cl)Br 5-(4-amino-7-bromo-2-{2-fluoro-4-[(2-methylacrylamino)]phenyl}-1-methylpyrrolo[3,2-c]pyridin-3-yl)-3-chloro-N-[(fluorocyclopropyl)methyl]pyridine-2-carboxamide